NC1=C2CCCC(C2=CC=C1)NC(=O)C=1C(NC(=CC1)C(F)(F)F)=O N-(5-amino-1,2,3,4-tetrahydronaphthalen-1-yl)-2-oxo-6-(trifluoromethyl)-1,2-dihydropyridine-3-carboxamide